S(=O)(=O)(O)O.C(CCC)OC(CCCCCCC\C=C/CCCCCCCC)=O oleic acid butyl ester sulfate